Yttrium disilicat [Si]([O-])([O-])([O-])O.[Si](O)(O)(O)O.[Y+3]